5-methyl-sorbic acid CC(=C/C=C/C(=O)O)C